C(C)(C)C1=CC(=NN1)NC1=C(N=C2C(=N1)N(N=C2)CC2CCOCC2)C N-(5-isopropyl-1H-pyrazol-3-yl)-5-methyl-1-((tetrahydro-2H-pyran-4-yl)methyl)-1H-pyrazolo[3,4-b]pyrazin-6-amine